O1-tert-butyl O2-methyl (2S,4S)-4-[tert-butoxycarbonyl-[6-[[2-ethyl-4-[3-(methylamino)propyl]pyrazol-3-yl]amino]-2-pyridyl]amino]pyrrolidine-1,2-dicarboxylate C(C)(C)(C)OC(=O)N([C@H]1C[C@H](N(C1)C(=O)OC(C)(C)C)C(=O)OC)C1=NC(=CC=C1)NC=1N(N=CC1CCCNC)CC